1,3-diamino-4-mercaptobenzene NC1=CC(=C(C=C1)S)N